N-{[4-(benzenesulfonyl)phenyl]methyl}furo[2,3-c]pyridine C1(=CC=CC=C1)S(=O)(=O)C1=CC=C(C=C1)CN1C=C2C(C=C1)=CCO2